C(C)N1C=NC=C1CN (3-ethylimidazol-4-yl)methylamine